NC=1C(NC(N(N1)C1=CC(=C(C(=C1)Cl)OC=1C=C2C(=CC(=NC2=CC1)C1CC1)C)Cl)=O)=O 6-amino-2-(3,5-dichloro-4-((2-cyclopropyl-4-methylquinolin-6-yl)oxy)phenyl)-1,2,4-triazine-3,5(2H,4H)-dione